1,5-dimethyl-1H-indole-3-carboxylic Acid CN1C=C(C2=CC(=CC=C12)C)C(=O)O